OC[C@@H]1CN(CCO1)C1=CC=C(N=N1)C1=C(C=CC=C1C)O 2-[6-[(2S)-2-(hydroxymethyl)morpholin-4-yl]pyridazin-3-yl]-3-methyl-phenol